CN(C(C)(C)C1=CC=C(C=N1)C=1N=C2SC[C@H](CN2C(C1C#N)=O)C)C (3S)-8-{6-[2-(dimethylamino)propan-2-yl]pyridin-3-yl}-3-methyl-6-oxo-2H,3H,4H,6H-pyrimido[2,1-b][1,3]thiazine-7-carbonitrile